C(C)(C)(C)OC(=O)N(C1C(N(CCC1)C(=O)[O-])C1=CC=CC=C1)CC=1C(=NC=C(C1)[Sn](C)(C)C)OC 3-((tert-butoxycarbonyl)((2-methoxy-5-(trimethylstannyl)pyridin-3-yl)methyl)amino)-2-phenylpiperidine-1-carboxylate